(1R,3S)-3-(3-{[(2-methyl-1,3-oxazol-5-yl)acetyl]amino}-1H-pyrazol-5-yl)cyclopentyl [(1R,2S)-2-methylcyclopentyl]carbamate C[C@@H]1[C@@H](CCC1)NC(O[C@H]1C[C@H](CC1)C1=CC(=NN1)NC(CC1=CN=C(O1)C)=O)=O